4-((4-((4,4-difluoro-2-hydroxycyclohexyl)oxy)-5-(trifluoromethyl)pyrimidin-2-yl)amino)-3-fluorobenzenesulfonamide FC1(CC(C(CC1)OC1=NC(=NC=C1C(F)(F)F)NC1=C(C=C(C=C1)S(=O)(=O)N)F)O)F